C1(CC1)CN1CCN(CC1)C1=CC=CC(=N1)N1N(C(=C(C1=O)NC(C1=CC=C(C=C1)OC(F)F)=O)C1=C(C=C(C=C1F)OC)F)C N-(2-{6-[4-(cyclopropylmethyl)piperazin-1-yl]pyridin-2-yl}-5-(2,6-difluoro-4-methoxyphenyl)-1-methyl-3-oxo-2,3-dihydro-1H-pyrazol-4-yl)-4-(difluoromethoxy)benzamide